n-ethyl-2-(5-(2-methoxyphenyl)pyridazine-4-carboxamido)thiazolo[5,4-b]pyridine-5-carboxamide C(C)NC(=O)C1=CC=C2C(=N1)SC(=N2)NC(=O)C2=CN=NC=C2C2=C(C=CC=C2)OC